(4-hydroxyphenyl) (diphenyl) phosphate P(=O)(OC1=CC=C(C=C1)O)(OC1=CC=CC=C1)OC1=CC=CC=C1